N-hydroxy-N4-(2-(4-(((2-phenylcyclopropyl)amino)methyl)piperidin-1-yl)ethyl)terephthalamide TFA Salt OC(=O)C(F)(F)F.ONC(C1=CC=C(C(=O)NCCN2CCC(CC2)CNC2C(C2)C2=CC=CC=C2)C=C1)=O